COC=1C(=C2C(=NC=NC2=CC1)N)N1CC2(C1)CN(CC2)C 6-methoxy-5-(6-methyl-2,6-diazaspiro[3.4]oct-2-yl)quinazolin-4-amine